N1C(=NC2=C1C=CC=C2)CN(C2CCC(CC2)N)C2CCCC=1C=CC=NC21 N1-(1H-benzimidazol-2-ylmethyl)-N1-(5,6,7,8-tetrahydroquinolin-8-yl)-cyclohexane-1,4-diamine